4-[4-[2,2-difluoroethyl-(6-fluoro-1-methyl-[1,2,4]triazolo[4,3-a]quinazolin-5-yl)amino]-3-fluoro-2-pyridyl]-2-methyl-but-3-yn-2-ol FC(CN(C1=C(C(=NC=C1)C#CC(C)(O)C)F)C1=NC=2N(C3=CC=CC(=C13)F)C(=NN2)C)F